4,4'-((3',5'-bis(trifluoromethyl)-[1,1'-biphenyl]-2,5-diyl))bis(3-(trifluoromethyl)aniline) FC(C=1C=C(C=C(C1)C(F)(F)F)C1=C(C=CC(=C1)C1=C(C=C(N)C=C1)C(F)(F)F)C1=C(C=C(N)C=C1)C(F)(F)F)(F)F